ClC1=CC(=CC(=N1)N)C 6-chloro-4-methylpyridin-2-amine